1H-cyclopenta[a]phenanthren-3-yl (2-(pyrrolidin-1-yl)ethyl)carbamate N1(CCCC1)CCNC(OC1=CCC2=C3C=CC4=CC=CC4=C3C=CC2=C1)=O